hex-5-enoic acid Ethyl ester C(C)OC(CCCC=C)=O